CC1=CC=C(C=C1)S(=O)(=O)OC[C@]1(OC2=CC=CC=C2CC1)CCC1=CC=CC=C1 (S)-(2-phenethylchroman-2-yl)methyl 4-methylbenzenesulfonate